Bis(di-cyclohexylphosphino)ferrocene palladium dichloride [Pd](Cl)Cl.C1(CCCCC1)P(C1CCCCC1)[C-]1C=CC=C1.[C-]1(C=CC=C1)P(C1CCCCC1)C1CCCCC1.[Fe+2]